(S)-3-chloro-4-((3-cyclopropyl-5-fluoropyridin-2-yl)methoxy)-2'-(2-(2-hydroxypropan-2-yl)pyrimidin-4-yl)-5',6-dimethyl-2H-[1,4'-bipyridin]-2-one ClC=1C(N(C(=CC1OCC1=NC=C(C=C1C1CC1)F)C)C1=CC(=NC=C1C)C1=NC(=NC=C1)C(C)(C)O)=O